FC1=CC=C(COC2=C(C=O)C=C(C=C2)[N+](=O)[O-])C=C1 2-((4-fluorobenzyl)oxy)-5-nitrobenzaldehyde